OCCNC1=CC2=C(C=C1)OCO2 4-hydroxyethylamino-1,2-methylenedioxybenzene